1'-(N-methyl-N-(4,6,7-trifluoro-1H-indole-2-carbonyl-3,5-d2)-L-leucyl)-2-oxaspiro[indoline-3,3'-pyrrolidine]-5'-carboxamide CN([C@@H](CC(C)C)C(=O)N1CC2(CC1C(=O)N)ONC1=CC=CC=C12)C(=O)C=1NC2=C(C(=C(C(=C2C1[2H])F)[2H])F)F